C(C)N(C1=CC=C(C=C1)N=NC1=CC=C(C=C1)OCC)CC 4-diethylamino-4'-ethoxyazobenzene